NC1=C(C(=O)C2=C(C=CC=C2)F)C=CC(=C1)Cl 2-amino-4-chloro-2'-fluorobenzophenone